NCC1=CC(=C(C=C1)NC(=O)C1=CC2=C(OCCC3=C2SC=C3)C=C1C=1C(=NC(=CC1)C(NCCC)=O)C(=O)OC)OCCCC(C)C methyl 3-(9-((4-(aminomethyl)-2-((4-methylpentyl)oxy)phenyl)carbamoyl)-4,5-dihydrobenzo[b]thieno[2,3-d]oxepin-8-yl)-6-(propylcarbamoyl)picolinate